CN1CCN(CC1)C=1N=C2C=CC=NC2=CC1 6-(4-methylpiperazin-1-yl)-1,5-naphthyridine